C(C)(C)(C)OC(=O)N1CC=2N([C@H](C1)C)C(=NC2)COC(C)=O.C2(=CC=CC=C2)P(C2=CC=C(C=1C(C3=CC=CC(=C3OC21)P(C2=CC=CC=C2)C2=CC=CC=C2)(C)C)[2H])C2=CC=CC=C2 4,5-bis(diphenylphosphino)-9,9-dimethylxanthene-d Tert-butyl-(S)-3-(1-acetoxymethyl)-5-methyl-5,6-dihydroimidazo[1,5-a]pyrazine-7(8H)-carboxylate